[Br-].CC(=CC[P+](C1=CC=CC=C1)(C1=CC=CC=C1)C1=CC=CC=C1)C=CC1=C(CCCC1(C)C)C 3-methyl-5-(2,6,6-trimethyl-1-cyclohexene-1-yl)-2,4-pentadienyl-triphenyl-phosphonium bromide